2-(3-((1S)-2-phenyl-1-((tetrahydro-2H-pyran-2-yl)oxy)ethyl)phenylethoxy)ethan-1-ol C1(=CC=CC=C1)C[C@H](OC1OCCCC1)C=1C=C(C=CC1)CCOCCO